O1SNC=C1 3H-1,2,3-oxathiazole